OC(C)(C)C(=O)C(C)(C)O alpha-hydroxyisopropyl ketone